5-chloro-8-methoxy-7-((tetrahydrofuran-3-yl)oxy)imidazo[1,5-a]quinazoline ClC1=NC=2N(C3=CC(=C(C=C13)OC1COCC1)OC)C=NC2